methyl-(2-methoxyethyl)diethyl-methylammonium N-phenylcarbamate C1(=CC=CC=C1)NC([O-])=O.CC[N+](CC)(CC)CCOC